FC=1C=C(OC2=CC=C(C=C2)NC(OCC=2C(=C3C(N(CC3=CC2)[C@@H]2C(NC(CC2)=O)=O)=O)OC(C)C)=O)C=CC1F {2-[(3S)-2,6-dioxopiperidin-3-yl]-3-oxo-4-(propan-2-yloxy)-2,3-dihydro-1H-isoindol-5-yl}methyl N-[4-(3,4-difluorophenoxy)phenyl]carbamate